C(C1=CC=CC=C1)OC([C@H](CC=C)C1CC1)=O.OC(CNC(=O)C1CNCCC1)C N-(2-hydroxypropyl)piperidine-3-carboxamide (R)-BENZYL-2-CYCLOPROPYLPENT-4-ENOATE